4-[[3-fluoro-2-methoxy-propyl]-[4-(5,6,7,8-tetrahydro-1,8-naphthyridin-2-yl)butyl]amino]-2-[(5-oxo-2,3-dihydro-1H-indolizine-3-carbonyl)amino]butanoic acid FCC(CN(CCC(C(=O)O)NC(=O)C1CCC2=CC=CC(N12)=O)CCCCC1=NC=2NCCCC2C=C1)OC